C(C1=CC=CC=C1)N1CCC(CC1)CCNC(C1=CC=C(C=C1)SC(F)(F)F)=O N-[2-(1-benzylpiperidin-4-yl)ethyl]-4-[(trifluoromethyl)sulfanyl]benzamide